NC1=C(C=C(C=N1)NC(C(=O)N1[C@H](CC[C@@H](C1)C)C1CC2(C1)CCC2)=O)C N-(6-amino-5-methyl-3-pyridyl)-2-[(2R,5S)-5-methyl-2-spiro[3.3]heptan-2-yl-1-piperidyl]-2-oxo-acetamide